ethyl 2-(2-((7-bromo-3-fluorobenzofuran-5-yl)methoxy)-4-methylphenyl)acetate BrC1=CC(=CC=2C(=COC21)F)COC2=C(C=CC(=C2)C)CC(=O)OCC